FC1=CC(=C(C=C1)NC1=C(C(=O)NC2=CC(=CC=C2)S(=O)(=O)C)C=CC(=C1)C(F)(F)F)C 2-((4-fluoro-2-methylphenyl)-amino)-N-(3-(methylsulfonyl)-phenyl)-4-(trifluoromethyl)-benzamide